[(2R,3S,4R,5R)-5-[2-cyano-4-[[(1R)-1-(2-fluorophenyl)ethyl]-amino]pyrrolo[2,3-d]-pyrimidin-7-yl]-3,4-dihydroxy-tetrahydro-furan-2-yl]methoxy-methylphosphonic acid C(#N)C=1N=C(C2=C(N1)N(C=C2)[C@H]2[C@@H]([C@@H]([C@H](O2)COCP(O)(O)=O)O)O)N[C@H](C)C2=C(C=CC=C2)F